methylglucamine hemistearate C(CCCCCCCCCCCCCCCCC)(=O)O.CNC[C@H](O)[C@@H](O)[C@H](O)[C@H](O)CO.CNC[C@H](O)[C@@H](O)[C@H](O)[C@H](O)CO